4-[4-[4-[(2,6-dioxo-3-piperidyl)amino]phenyl]piperazin-1-yl]-4-oxo-butanoic acid bis(trifluoroacetate) FC(C(=O)O)(F)F.FC(C(=O)O)(F)F.O=C1NC(CCC1NC1=CC=C(C=C1)N1CCN(CC1)C(CCC(=O)O)=O)=O